ClC=1C=C2CCC[C@@H](C2=CC1)NS(=O)(=O)C1=CC=C(C=C1)OC(F)(F)F (S)-N-(6-chloro-1,2,3,4-tetrahydronaphthalen-1-yl)-4-(trifluoromethoxy)benzenesulfonamide